S1C=CC2=C1C=C(C=C2)C(\C=C/N(C)C)=O (Z)-1-(benzo[d]thiophen-6-yl)-3-(dimethylamino)prop-2-en-1-one